methyl-5-fluoro-1H-indole-6-carboxylate COC(=O)C1=C(C=C2C=CNC2=C1)F